2-[5-bromo-4-(4-fluorophenyl)-1H-imidazol-1-yl]-1-{6-oxa-2-azaspiro[3.4]octan-2-yl}ethan-1-one BrC1=C(N=CN1CC(=O)N1CC2(C1)COCC2)C2=CC=C(C=C2)F